N-(2,3-dihydroxy-2-methylpropyl)-2,6,8,10-dodecatetraenamide OC(CNC(C=CCCC=CC=CC=CC)=O)(CO)C